((2-((allyloxy)carbonyl)benzo[b]thiophen-5-yl)difluoromethyl)phosphonic acid C(C=C)OC(=O)C1=CC2=C(S1)C=CC(=C2)C(F)(F)P(O)(O)=O